O(P(O)(=O)OP(=O)(O)OP(=O)(O)O)C[C@]1(O[C@H]([C@@H]([C@@H]1O)O)N1C=C(C2=C1N=CN=C2N)Cl)F ((2S,3S,4R,5R)-5-(4-amino-5-chloro-7H-pyrrolo[2,3-d]pyrimidin-7-yl)-2-fluoro-3,4-dihydroxytetrahydrofuran-2-yl)methyl tetrahydrogen triphosphate